5-((trans-1-(tert-butoxycarbonyl)-3-methylpiperidin-4-yl)amino)-6-(4-fluorobenzyl)-3-methylpyrazine-2-carboxylic acid methyl ester COC(=O)C1=NC(=C(N=C1C)N[C@H]1[C@@H](CN(CC1)C(=O)OC(C)(C)C)C)CC1=CC=C(C=C1)F